2-vinylbicyclo[2.2.1]heptane C(=C)C1C2CCC(C1)C2